2-amino-1-(4-fluorophenyl)-2-oxoethyl methanesulfonate CS(=O)(=O)OC(C(=O)N)C1=CC=C(C=C1)F